4-bromo-L-phenylalanine BrC1=CC=C(C[C@H](N)C(=O)O)C=C1